N-(1-(4-fluorophenyl)-6-(3-propionyl-1H-pyrrol-1-yl)-1H-pyrazolo[3,4-d]pyrimidin-4-yl)-5-nitrothiophene-2-carboxamide FC1=CC=C(C=C1)N1N=CC=2C1=NC(=NC2NC(=O)C=2SC(=CC2)[N+](=O)[O-])N2C=C(C=C2)C(CC)=O